FC1=CC=C(C=CC=O)C=C1 4-FLUOROCINNAMALDEHYDE